OC1=C(C(=CC=C1)OCCCCCCCCCCCCCC)C(C=CC1=CC=C(C=C1)OCCCCCCCCCCCCC)=O 1-(2-Hydroxy-6-tetradecoxyphenyl)-3-(4-tridecoxyphenyl)prop-2-en-1-one